(6-cyclopropyl-[1,2,4]triazolo[1,5-a]pyridin-2-yl)methylamine C1(CC1)C=1C=CC=2N(C1)N=C(N2)CN